(2E)-4-[4-(1-methyl-1H-indazol-6-yl)-1-oxo-2,3-dihydro-1H-isoindol-2-yl]but-2-enenitrile CN1N=CC2=CC=C(C=C12)C1=C2CN(C(C2=CC=C1)=O)C/C=C/C#N